1'-((3-ethyl-8-fluoro-2-carbonyl-1,2-dihydroquinolin-7-yl)methyl)-N-methyl-1',2',3',6'-tetrahydro-[3,4'-bipyridine]-6-carboxamide C(C)C=1C(NC2=C(C(=CC=C2C1)CN1CCC(=CC1)C=1C=NC(=CC1)C(=O)NC)F)=C=O